(E)-3-(4-(diethylamino)phenyl)-1-(2-hydroxyphenyl)prop-2-en-1-one C(C)N(C1=CC=C(C=C1)/C=C/C(=O)C1=C(C=CC=C1)O)CC